2-(3-phenylisoxazol-5-yl)propan-2-ol C1(=CC=CC=C1)C1=NOC(=C1)C(C)(C)O